C(C)(C)(C)OC(NCCOC1=C(C=C2C(=NC=NC2=C1)C=1C(=NN(C1)C)C1=CC=CC=C1)Br)=O (2-((6-bromo-4-(1-methyl-3-phenyl-1H-pyrazol-4-yl)quinazolin-7-yl)oxy)ethyl)carbamic acid tert-butyl ester